[(2R,3S,4R,5R)-5-[2-cyano-4-[[(1S)-1-(p-tolyl)ethyl]amino]-pyrrolo[2,3-d]-pyrimidin-7-yl]-3,4-dihydroxy-tetrahydro-furan-2-yl]methoxy-methylphosphonic acid C(#N)C=1N=C(C2=C(N1)N(C=C2)[C@H]2[C@@H]([C@@H]([C@H](O2)COCP(O)(O)=O)O)O)N[C@@H](C)C2=CC=C(C=C2)C